ClC1=CC=C(CN2CCN(CC2)S(=O)(=O)N2[C@@H]([C@@H]3CC[C@H](C2)N3C(=O)OCCOC)C(=O)OCC)C=C1 2-ethyl 8-(2-methoxy ethyl) (1S,2S,5R)-3-((4-(4-chlorobenzyl)piperazin-1-yl)sulfonyl)-3,8-diazabicyclo[3.2.1]octane-2,8-dicarboxylate